C(N)(=N)C1=CC=C(C=C1)C=1NC2=CC(=CC=C2C1)C(=N)N 2-(4-carbamimidoyl-phenyl)-1H-indole-6-carboxamidine